C(C)N(C(OC(CC)C(CC)OC(N(CC)CC)=O)=O)CC hexane-3,4-diyl bis(diethylcarbamate)